2-(p-tolyl)quinoxaline methyl-(4S,7R)-4-(3-hydroxyphenyl)-2-methyl-5-oxo-7-(2-thienyl)-1,4,5,6,7,8-hexahydro-3-quinolinecarboxylate COC(=O)C1=C(NC=2C[C@H](CC(C2[C@@H]1C1=CC(=CC=C1)O)=O)C=1SC=CC1)C.C1(=CC=C(C=C1)C1=NC2=CC=CC=C2N=C1)C